C1=CC(=CC=2OC3=C(C21)C=CC=C3)C3=CC=C(C=C3)N(C=3C2=CC=CC=C2C=2C=CC=CC2C3)C3=CC=C(C=C3)C3=CC2=CC=CC=C2C=C3 4-(dibenzofuran-3-yl)phenyl-4-(naphthalen-2-yl)phenyl-phenanthren-9-yl-amine